FC1(CCC(CC1)CN1N=CC(=C1C(=O)NC1=CC=NC=C1)C(F)(F)F)F 4-[[2-[(4,4-difluorocyclohexyl)methyl]-4-(trifluoromethyl)pyrazole-3-carbonyl]amino]pyridine